C(N)(=N)NC(N(C)CCCNC(CCCCC[P+](C1=CC=CC=C1)(C1=CC=CC=C1)C1=CC=CC=C1)=O)=N (6-((3-(3-carbamimidoyl-1-methylguanidino)propyl)amino)-6-oxohexyl)triphenylphosphonium